C[C@H]1NCC2=C(C=3C=4C=CC(=NC4C=CC3S2)C2=C(C(=NC(=C2)C=C)CN2CCOCC2)C)NC1 (R)-10-methyl-3-(3-methyl-2-(morpholinomethyl)-6-vinylpyridin-4-yl)-9,10,11,12-tetrahydro-8H-[1,4]diazepino[5',6':4,5]thieno[3,2-f]quinolin